Benzyl 4-(N-(2-Cyanoethyl)cyanamido)piperidine-1-carboxylate C(#N)CCN(C#N)C1CCN(CC1)C(=O)OCC1=CC=CC=C1